NC=1C(=NC(=C(N1)F)C1=CC=C(C=C1)N1CCN(CC1)C)C=1C=C2CCNC(C2=CC1)=O 6-(3-amino-5-fluoro-6-(4-(4-methylpiperazin-1-yl)phenyl)pyrazin-2-yl)-3,4-dihydroisoquinolin-1(2H)-one